6-methyl-5-((1-methyl-1H-pyrazol-4-yl)ethynyl)nicotinic acid CC1=NC=C(C(=O)O)C=C1C#CC=1C=NN(C1)C